3-(4-Methylphenyl)-imidazo[1,2-a]pyridine CC1=CC=C(C=C1)C1=CN=C2N1C=CC=C2